OCCC(C(=O)OCCOC1=NC(=NC(=C1OC1=C(C=CC=C1)OC)N)C1=CC(=CC=C1)I)CCC[C@H]1S[SH+](CC1)=O 2-((6-amino-2-(3-iodophenyl)-5-(2-methoxyphenoxy)pyrimidin-4-yl)oxy)ethan-1-ol Oxylethyl-5-[(3R)-1-oxo-dithiolan-1-ium-3-yl]Valerate